ClC=1C=C(C=NC1N1N=CC=N1)C1=C(N=C2N1N=CC1=C2C(CN1C(=O)N)(C)C)C (5-chloro-6-(2H-1,2,3-triazol-2-yl)pyridin-3-yl)-2,9,9-trimethyl-8,9-dihydro-7H-imidazo[1,2-b]pyrrolo[3,2-d]pyridazine-7-carboxamide